[4-chloro-1-(4-fluoro-2-methoxy-phenyl)pyrazolo[3,4-d]pyrimidin-6-yl]methanol ClC1=C2C(=NC(=N1)CO)N(N=C2)C2=C(C=C(C=C2)F)OC